FC(C1=CC(=NC(=C1)C1=C(C=CC(=C1)C(C)C)C=1C(=C(C=C(C1)C(C)(C)C)C12CC3CC(CC(C1)C3)C2)O)C2=C(C=CC(=C2)C(C)C)C=2C(=C(C=C(C2)C(C)(C)C)C23CC1CC(CC(C2)C1)C3)O)(F)F 2',2'''-(4-(trifluoromethyl)pyridine-2,6-diyl)bis(3-((3r,5r,7r)-adamantan-1-yl)-5-(tert-butyl)-4'-isopropyl-[1,1'-biphenyl]-2-ol)